ClC=1C=C(C=CC1)C=1SC=C(N1)[C@]1(C(N(CC1)C)=O)O (R,S)-3-(2-(3-Chlorophenyl)thiazol-4-yl)-3-hydroxy-1-methylpyrrolidin-2-one